NC=1C=C(C=CC1O)CC(=O)OC methyl (3-amino-4-hydroxyphenyl)acetate